C1(=CC=CC=C1)N1C=NC(=C1)NC1=NC(=NC2=CC=CC=C12)N[C@@H](C)C1=CC=CC=C1 (S)-N4-(1-phenyl-1H-imidazol-4-yl)-N2-(1-phenylethyl)quinazoline-2,4-diamine